t-butyl (2-(methoxy-d3)-3-(4,4,5,5-tetramethyl-1,3,2-dioxaborolan-2-yl)phenyl)carbamate C(OC1=C(C=CC=C1B1OC(C(O1)(C)C)(C)C)NC(OC(C)(C)C)=O)([2H])([2H])[2H]